C(C)(C)C1(C=CC=C1)[Ti](N(CC)CC)(N(CC)CC)N(CC)CC (isopropylcyclopentadienyl)tris(diethylamino)titanium